5-(4-((8-bromo-2-methyl-3-oxo-3,4-dihydroquinoxalin-6-yl)methyl)piperazin-1-yl)-6-fluoro-N-methylpyridineamide BrC=1C=C(C=C2NC(C(=NC12)C)=O)CN1CCN(CC1)C=1C=CC(=NC1F)C(=O)NC